(S)-2-((tert-Butyldimethylsilyl)oxy)-1-((4S,5R)-5-(hydroxymethyl)-2,2-dimethyl-1,3-dioxolan-4-yl)ethan-1-ol [Si](C)(C)(C(C)(C)C)OC[C@H](O)[C@@H]1OC(O[C@@H]1CO)(C)C